C=1N=CN2C1C1=CC=CC=C1C2C2C(C1=CC=CC=C1C2)=O 2-(5H-imidazo[5,1-a]isoindol-5-yl)-2,3-dihydro-1H-inden-1-one